tert-butyl N-[2-[1-(3-chloro-2-fluoro-phenyl)but-3-enyl-cyclopropyl-amino]ethyl]carbamate ClC=1C(=C(C=CC1)C(CC=C)N(CCNC(OC(C)(C)C)=O)C1CC1)F